N,N'-hexamethylenebis(3,5-di-tert-butyl-4-hydroxyphenylpropanamide) C(C)(C)(C)C=1C=C(C=C(C1O)C(C)(C)C)C(C(=O)NCCCCCCNC(C(C)C1=CC(=C(C(=C1)C(C)(C)C)O)C(C)(C)C)=O)C